1-{1-[methoxy(phenyl)methyl]cyclobutyl}methanamine COC(C1(CCC1)CN)C1=CC=CC=C1